COC1=CC=C(C=C1)C1C(OC2=C(O1)C=CC=C2)C 2-(4-methoxyphenyl)-3-methyl-2,3-dihydrobenzo[b][1,4]dioxin